CN[C@@H](CCCCCN)C(=O)O Nα-methylhomolysine